C(C1=CC=CC=C1)(C1=CC=CC=C1)(C1=CC=CC=C1)O[C@@H](C(=O)O)C (R)-2-(trityloxy)propionic acid